CC1CC2=CC=CC=C2C=C1 2-methyl-1H-naphthalene